4-bromo-7-chloro-2-(2,2,2-trifluoroethyl)-8H-pyrazolo[4,3-f]quinazolin-9-one BrC=1C=2C(C=3C(NC(=NC3C1)Cl)=O)=CN(N2)CC(F)(F)F